(R)-N4-(1-cyclopropylethyl)-N2-(4-fluoro-3-methylbenzyl)quinazoline-2,4-diamine C1(CC1)[C@@H](C)NC1=NC(=NC2=CC=CC=C12)NCC1=CC(=C(C=C1)F)C